methylcyclopropane-carboxamide CC1(CC1)C(=O)N